3-p-nitrophenyl-1-(t-butyldimethylsilyl)-2-propyn-1-one [N+](=O)([O-])C1=CC=C(C=C1)C#CC(=O)[Si](C)(C)C(C)(C)C